tert-Butyl (1R,3S,5R)-5-((methylamino)aminomethyl)-3-((6-bromo-3-vinylpyridin-2-yl)carbamoyl)-2-azabicyclo[3.1.0]hexane-2-carboxylate CNNC[C@]12C[C@H](N([C@@H]2C1)C(=O)OC(C)(C)C)C(NC1=NC(=CC=C1C=C)Br)=O